tert-butyl (R)-2-(4-(5-(3-cyano-6-(1-methyl-1H-pyrazol-4-yl)pyrazolo[1,5-a]pyrazin-4-yl)pyridin-2-yl)piperazine-1-carbonyl)-2-methylpyrrolidine-1-carboxylate C(#N)C=1C=NN2C1C(=NC(=C2)C=2C=NN(C2)C)C=2C=CC(=NC2)N2CCN(CC2)C(=O)[C@@]2(N(CCC2)C(=O)OC(C)(C)C)C